C(C)(=O)OCC(C(=O)O)(C1(N(CC1)CC(=O)O)C1=C(C=C(C=C1)NC(=O)C1=CC=C2C(OC3(C4=CC(=C(C=C4OC=4C=C(C(=CC34)F)OC(C)=O)OC(C)=O)F)C2=C1)=O)OC)COC(C)=O bis(acetoxymethyl)2,2'-((4-(3',6'-diacetoxy-2',7'-difluoro-3-oxo-3H-spiro[isobenzofuran-1,9'-xanthene]-6-carboxamido)-2-methoxyphenyl)azetidinediyl)diacetic acid